BrC1=C2CN(C(C2=CC=C1)=O)C1C(NC(CC1)=O)=O 3-(4-bromo-1-oxoisoindoline-2-yl)piperidine-2,6-dione